tert-butyl 8-[4-[(5-cyclopropyl-1H-pyrazol-3-yl) amino] pyrimidin-2-yl]-2,8-diazaspiro[3.5]nonane-2-carboxylate C1(CC1)C1=CC(=NN1)NC1=NC(=NC=C1)N1CCCC2(CN(C2)C(=O)OC(C)(C)C)C1